2-Acetylfuran C(C)(=O)C=1OC=CC1